(4-(3-(4-(2-(4-(3-(4-(2-(2,6-dioxopiperidin-3-yl)-1-oxoisoindolin-5-yl)piperazin-1-yl)propyl)piperazin-1-yl)ethoxy)benzoyl)-6-hydroxybenzo[b]thiophen-2-yl)phenyl)boronic acid O=C1NC(CCC1N1C(C2=CC=C(C=C2C1)N1CCN(CC1)CCCN1CCN(CC1)CCOC1=CC=C(C(=O)C=2C3=C(SC2C2=CC=C(C=C2)B(O)O)C=C(C=C3)O)C=C1)=O)=O